OC1(CCN(CC1)C(=O)OC(C)(C)C)CN1C=NC2=CC=C(C=C2C1=O)O tert-butyl 4-hydroxy-4-((6-hydroxy-4-oxoquinazolin-3(4H)-yl)methyl)piperidine-1-carboxylate